[Si](C)(C)(C(C)(C)C)OCCN1N=C2N(C3=CC=CC=C3C(=N2)NC2=CC=CC=C2)C1 2-((tert-Butyldimethylsilanyloxy)ethyl)-N-phenyl-[1,2,4]triazolo[4,3-a]quinazolin-5-amine